(2S,4S,6S)-6-(4-([1,1'-biphenyl]-4-ylmethyl)-2,5-dimethylthiophene-3-carboxamido)Spiro[3.3]heptane-2-carboxylic acid C1(=CC=C(C=C1)CC=1C(=C(SC1C)C)C(=O)NC1CC2(CC(C2)C(=O)O)C1)C1=CC=CC=C1